C1=CC=C2C(=C1)C(=O)C3=C(C2=O)C(=C(C=C3NC4=CC(=C(C=C4)S(=O)(=O)[O-])NC5=NC(=NC(=N5)NC6=CC(=CC=C6)S(=O)(=O)[O-])Cl)S(=O)(=O)[O-])N The molecule is the organosulfonate oxoanion that is the trianion of Reactive Blue 5, formed by loss of a proton from each of the sulfo groups; major species at pH 7.3. It is a conjugate base of a Reactive Blue 5.